C(C(=C)C)(=O)OCCN(CC)CC [2-(methacryloyloxy)ethyl]diethylamine